2-((2-(dimethylamino)ethyl)amino)ethan-1-ol CN(CCNCCO)C